FC=1C(=CC=2C3=C(NC(C2C1)=O)COC[C@H]3N(C(=O)C=3C=C1C=NN(C1=CC3)C(F)F)C)F (S)-N-(8,9-Difluoro-6-oxo-1,4,5,6-tetrahydro-2H-pyrano[3,4-c]isoquinolin-1-yl)-1-(difluoromethyl)-N-methyl-1H-indazole-5-carboxamide